tert-butyl 2,4-dimethyl-3-vinyl-5,7-dihydro-6H-pyrrolo[3,4-b]pyridine-6-carboxylate CC1=C(C(=C2C(=N1)CN(C2)C(=O)OC(C)(C)C)C)C=C